C(C)(=O)OC1=C(C=C(C=C1)C#N)C#C[Si](C)(C)C 4-cyano-2-((trimethylsilyl)ethynyl)phenyl acetate